ClC1=CC=C(CSC=2OC3=C(N2)C=C(C=C3)F)C=C1 ((4-chlorobenzyl)thio)-5-fluorobenzo[d]oxazole